BrC1=CC(=C(C(=C1)O)OC(C(C)C)=O)C=NC1=C(C(=CC=C1)Cl)Cl 4-bromo-2-((2,3-dichloro-phenylimino)meth-yl)-6-hydroxyphenyl-isobutyrate